C[P+](C)(C)C.C(CCCCC)S(=O)(=O)[O-] hexylsulfonate tetramethylphosphonium salt